5,7-dichloropyrrolo[1,2-b]pyridazine-3-carboxylic acid ClC=1C=C(N2N=CC(=CC21)C(=O)O)Cl